C1(CC1)C(=O)N1CC(C1)(C)N1C=C(C(=CC1=O)O)C(=O)OC Methyl 1-(1-(cyclopropanecarbonyl)-3-methylazetidin-3-yl)-4-hydroxy-6-oxo-1,6-dihydropyridine-3-carboxylate